methyl 5-{5-fluoro-3-[(3-fluoro-5-methanesulfonylphenyl)methoxy]pyridin-2-yl}-2-{[2-(trimethylsilyl)ethoxy]methyl}pyrazole-3-carboxylate FC=1C=C(C(=NC1)C=1C=C(N(N1)COCC[Si](C)(C)C)C(=O)OC)OCC1=CC(=CC(=C1)S(=O)(=O)C)F